FC1=CC(=C(C=C1)O)CN1C2CN(CC1C2)C2=NC=C(C=C2)C=2C1=C(N=CN2)NC(=C1)C1CN(C1)C 4-fluoro-2-((3-(5-(6-(1-methylazetidin-3-yl)-7H-pyrrolo[2,3-d]pyrimidin-4-yl)pyridin-2-yl)-3,6-diazabicyclo[3.1.1]heptan-6-yl)methyl)phenol